2-amino-8-(4-methoxycyclohexyl)-6-(5-methyl-4-prop-2-enoyl-2,3-dihydroquinoxalin-1-yl)pyrido[2,3-d]pyrimidin-7-one NC=1N=CC2=C(N1)N(C(C(=C2)N2CCN(C1=C(C=CC=C21)C)C(C=C)=O)=O)C2CCC(CC2)OC